NC(C(=O)O)CC1=CC=C(C=C1)CC(=O)O 2-amino-3-[4-(carboxymethyl)phenyl]propanoic acid